4,4'-dimethylenediphosphodiethyl-biphenyl C1C2=C(C(=C(C(=C21)P(=O)(O)OP(=O)(O)O)C2=CC=C1C(=C2)C1)CC)CC